CC1(NC2(CC2)CC(C1)OC1=CC=C(N=N1)C1=NC=C(C=C1O)N1N=CC=N1)C 2-{6-[(5,5-dimethyl-4-azaspiro[2.5]octan-7-yl)oxy]pyridazin-3-yl}-5-(2H-1,2,3-triazol-2-yl)pyridin-3-ol